tert-Butyl (2S,4R)-4-[tert-butyl(dimethyl)silyl]oxy-2-[(7-fluoro-2-formyl-indan-5-yl)carbamoyl]pyrrolidine-1-carboxylate [Si](C)(C)(C(C)(C)C)O[C@@H]1C[C@H](N(C1)C(=O)OC(C)(C)C)C(NC=1C=C2CC(CC2=C(C1)F)C=O)=O